(R)-N-(4-(3-((5-chloropyrimidin-2-yl)amino)pyrrolidine-1-carbonyl)-2-methoxyphenyl)acrylamide ClC=1C=NC(=NC1)N[C@H]1CN(CC1)C(=O)C1=CC(=C(C=C1)NC(C=C)=O)OC